F[C@H]1CN(CC[C@H]1NC1=CC=CC2=C(N(N=C12)C#CCNC1=C(C=C(C=C1)S(=O)(=O)C)OC)C(=C(F)F)F)C N-((3S,4R)-3-fluoro-1-methylpiperidin-4-yl)-2-(3-((2-methoxy-4-(methylsulfonyl)phenyl)amino)prop-1-yn-1-yl)-3-(1,2,2-trifluorovinyl)-2H-indazol-7-amine